(2R,5S)-3-(4-Cyano-3-(trifluoromethyl)phenyl)-N-(4-cyano-3-fluorophenyl)-2-(trifluoromethyl)oxazolidin-5-carboxamid C(#N)C1=C(C=C(C=C1)N1[C@H](O[C@@H](C1)C(=O)NC1=CC(=C(C=C1)C#N)F)C(F)(F)F)C(F)(F)F